BrC=1C=C(C(=C(C1)C1CC12NC(CC2)=O)[N+](=O)[O-])F (5-bromo-3-fluoro-2-nitrophenyl)-4-azaspiro[2.4]heptan-5-one